2-(trans-4-(dimethylamino)cyclohexyl)-2,4-dimethyl-N-((6-methyl-4-(methylthio)-2-oxo-1,2-dihydropyridin-3-yl)methyl)-7-(4-morpholinophenyl)benzo[d][1,3]dioxole-5-carboxamide CN([C@@H]1CC[C@H](CC1)C1(OC2=C(O1)C(=CC(=C2C)C(=O)NCC=2C(NC(=CC2SC)C)=O)C2=CC=C(C=C2)N2CCOCC2)C)C